4-(dimethylamino)but-2-enamidotrifluoroacetic acid CN(CC=CC(=O)NOC(C(F)(F)F)=O)C